NC1=NC=C(C(=C1)N1C[C@H]([C@H](CC1)F)NC(OC(C)(C)C)=O)C=1C=NN(C1)CC(F)(F)F tert-Butyl ((3R,4S)-1-(2-amino-5-(1-(2,2,2-trifluoroethyl)-1H-pyrazol-4-yl)pyridin-4-yl)-4-fluoropiperidin-3-yl)carbamate